FC(C=1C=C(C=C(C1)C(F)(F)F)NC1=NS(C2=C1C=C(C=C2)Br)(=O)=O)(F)F 3-((3,5-bis(trifluoromethyl)phenyl)amino)-5-bromo-benzo[d]isothiazole 1,1-dioxide